tert-butyl N-{2-[(6-bromo-8-methoxyquinazolin-2-yl)amino]ethyl}-N-methylcarbamate BrC=1C=C2C=NC(=NC2=C(C1)OC)NCCN(C(OC(C)(C)C)=O)C